3,6,9,12,15,18-hexaoxaicosanamide C(COCCOCCOCCOCCOCCOCC)(=O)N